C(C)OC(=O)C=1C(NC(=CC1O)CC1=CSC=C1)=O 4-hydroxy-2-oxo-6-(thien-3-ylmethyl)-1,2-dihydropyridine-3-carboxylic acid ethyl ester